ClC=1C=C(C=CC1C=1C=NN(C1)C)N(C(CC)=O)[C@@H]1CC[C@H](CC1)NC1=NC=C(C=C1)C#N N-(3-chloro-4-(1-methyl-1H-pyrazol-4-yl)phenyl)-N-(trans-4-((5-cyanopyridin-2-yl)amino)cyclohexyl)propanamide